3-(3-chloro-4-fluorophenyl)-1-isobutyl-1-(2-oxo-4-(trifluoromethyl)-1,2,5,6,7,8-hexahydroquinolin-5-yl)urea ClC=1C=C(C=CC1F)NC(N(C1C=2C(=CC(NC2CCC1)=O)C(F)(F)F)CC(C)C)=O